2-(3,6-bis(di-p-tolylamino)-9H-fluoren-9-ylidene)malononitrile C1(=CC=C(C=C1)N(C=1C=CC=2C(C3=CC=C(C=C3C2C1)N(C1=CC=C(C=C1)C)C1=CC=C(C=C1)C)=C(C#N)C#N)C1=CC=C(C=C1)C)C